Cl.C1=CC=CC=2SC3=CC=CC=C3NC12 10H-phenothiazine hydrochloride